The molecule is an organic sodium salt resulting from the formal condensation of Amido Black 10B (acid form) with two equivalents of sodium hydroxide. It has a role as a histological dye. It contains a 4-amino-5-hydroxy-3-[(p-nitrophenyl)azo]-6-(phenylazo)-naphthalene-2,7-disulfonate. C1=CC=C(C=C1)N=NC2=C(C3=C(C(=C(C=C3C=C2S(=O)(=O)[O-])S(=O)(=O)[O-])N=NC4=CC=C(C=C4)[N+](=O)[O-])N)O.[Na+].[Na+]